N,N-bis(hydroxybenzyl)-ethylenediamine OC(C1=CC=CC=C1)N(CCN)C(C1=CC=CC=C1)O